2-(1-Hydroxyethyl)imidazole OC(C)C=1NC=CN1